decan-4-one CCCC(CCCCCC)=O